2-fluoro-4-[9-[4-(4-nitrophenyl)piperazin-1-yl]-3-azaspiro[5.5]undecan-3-yl]benzoic acid FC1=C(C(=O)O)C=CC(=C1)N1CCC2(CC1)CCC(CC2)N2CCN(CC2)C2=CC=C(C=C2)[N+](=O)[O-]